1-tert-butyl 2-methyl (2R)-4-methyl-5-oxopyrrolidine-1,2-dicarboxylate CC1C[C@@H](N(C1=O)C(=O)OC(C)(C)C)C(=O)OC